7-chloro-6-fluoro-5-nitro-4-oxido-2,3-dihydrofuro[3,2-b]pyridin-4-ium ClC1=C2C(=[N+](C(=C1F)[N+](=O)[O-])[O-])CCO2